(2,3,5-trichloro-6-hydroxy-pyridine-4-yl)-acetic acid ClC1=NC(=C(C(=C1Cl)CC(=O)O)Cl)O